N-(9,9-dimethyl-9H-fluoren-4-yl)benzo[b]naphtho[1,2-d]furan-6-amine CC1(C2=CC=CC=C2C=2C(=CC=CC12)NC1=CC=2C=CC=CC2C=2C3=C(OC21)C=CC=C3)C